N-Aminouracile NN1C(=O)NC(=O)C=C1